BrC=1C(=NC(=NC1OC1=CC=CC=C1)NS(=O)(=O)C1=CC=CC=C1)C(C)(C)C N-(5-bromo-4-tert-butyl-6-phenoxy-pyrimidin-2-yl)benzenesulfonamide